bis[2-(2-benzothiazolyl)phenol] zinc n-propoxide [O-]CCC.[Zn+2].S1C(=NC2=C1C=CC=C2)C2=C(C=CC=C2)O.S2C(=NC1=C2C=CC=C1)C1=C(C=CC=C1)O.[O-]CCC